5-(4-((2-(4-((3-(2-hydroxypropan-2-yl)-5-(trifluoromethoxy)benzyl)amino)butoxy)ethyl)amino)-1H-indazol-6-yl)pyridazin-3-ol OC(C)(C)C=1C=C(CNCCCCOCCNC2=C3C=NNC3=CC(=C2)C=2C=C(N=NC2)O)C=C(C1)OC(F)(F)F